7-benzyloxy-4-(2,2-dimethyl-chromen-7-yloxy)-2H-chromen-2-one C(C1=CC=CC=C1)OC1=CC=C2C(=CC(OC2=C1)=O)OC1=CC=C2C=CC(OC2=C1)(C)C